CC(C(C)N1C(C2=C(CCC1)C(=CN2)C2=NC(=NC=C2C(F)(F)F)NC2CNC(CC2)(C)C)=O)(C)C 7-(3,3-dimethylbutan-2-yl)-3-{2-[(6,6-dimethylpiperidin-3-yl)amino]-5-(trifluoromethyl)pyrimidin-4-yl}-1H,4H,5H,6H,7H,8H-pyrrolo[2,3-c]azepin-8-one